(tert-butyl 5-(3-((4-(6-(cyclopropanecarboxamido) hexyl)-1-phenyl-1H-imidazol-2-yl) carbamoyl) phenyl) pyridin-2-yl) carbamate C(N)(OC1=NC=C(C=C1C(C)(C)C)C1=CC(=CC=C1)C(NC=1N(C=C(N1)CCCCCCNC(=O)C1CC1)C1=CC=CC=C1)=O)=O